C(C)C=1C=C(C(=NC1)OC1CCC2(CN(C2)C(=O)C2CC(C2)(C)O)CC1)F (7-((5-ethyl-3-fluoropyridin-2-yl)oxy)-2-azaspiro[3.5]non-2-yl)((1s,3s)-3-hydroxy-3-methylcyclobutyl)methanone